ClC1=CC(=CC(=N1)N=S(=O)(C)C)C1C(C1)(F)F ((6-chloro-4-(2,2-difluorocyclopropyl)pyridin-2-yl)imino)dimethyl-λ6-sulfanone